2,4,5-trifluoro-phenylmethyl bromide FC1=C(C=C(C(=C1)F)F)CBr